O1CCN(CC1)C1=CC=C(C=N1)C1=CC=CC=2N1N=CC2C(=O)N2CCCCC2 (7-(6-morpholinopyridin-3-yl)pyrazolo[1,5-a]pyridin-3-yl)(piperidin-1-yl)methanone